C(CCCCCCCCCCC)(=O)[O-].C(CCCCCCCCCCC)(=O)[O-].C(CCCCCCC)[Sn+2] octyl-tin dilaurate